(3S)-4-[2-(4-formyl-1-piperidinyl)ethyl]-3-methyl-piperazine-1-carboxylic acid benzyl ester C(C1=CC=CC=C1)OC(=O)N1C[C@@H](N(CC1)CCN1CCC(CC1)C=O)C